N-methylpyridazine-3-Formamide CNC(=O)C=1N=NC=CC1